C1(=CC=CC=C1)[C@@H](OC[C@H](C)C=1C=C(C=CC1)CC(=O)O)[C@H]1CNC2=C(N1)N=CC=C2 {3-[(2R)-1-[(R)-phenyl((3R)-1H,2H,3H,4H-pyrido[2,3-b]pyrazin-3-yl)methoxy]propan-2-yl]phenyl}acetic acid